6'-chloro-2'-ethyl-2-(hydroxymethyl)-1',2'-dihydro-3'H-spiro[cyclopropane-1,4'-isoquinoline]-3'-one ClC=1C=C2C3(C(N(CC2=CC1)CC)=O)C(C3)CO